3-(4-((8-((3,5-dimethyladamantan-1-yl)amino)octyl)thio)-1-oxoisoindolin-2-yl)piperidine-2,6-dione CC12CC3(CC(CC(C1)(C3)C)C2)NCCCCCCCCSC2=C3CN(C(C3=CC=C2)=O)C2C(NC(CC2)=O)=O